O1C2=C(OCC1)C=C(C=C2)OC[C@@H](CC(C)C)O (R)-1-((2,3-dihydrobenzo[b][1,4]dioxin-6-yl)oxy)-4-methylpentan-2-ol